6-chloro-7-[1-(3-methyloxetan-3-yl)piperidin-4-yl]-N-[5-methyl-1-(oxolan-3-yl)-1H-pyrazol-4-yl]quinazolin-2-amine ClC=1C=C2C=NC(=NC2=CC1C1CCN(CC1)C1(COC1)C)NC=1C=NN(C1C)C1COCC1